6-(4-methyl-1H-imidazol-1-yl)-N-(4-methyl-3-(2-(methylamino)-8,9-dihydroimidazo[1',2':1,6]pyrido[2,3-d]pyrimidin-6-yl)phenyl)-4-(trifluoromethyl)picolinamide CC=1N=CN(C1)C1=CC(=CC(=N1)C(=O)NC1=CC(=C(C=C1)C)C1=CC2=C(N=C(N=C2)NC)N2C1=NCC2)C(F)(F)F